2-{5-[1-(propan-2-yl)-1H-1,2,3-benzotriazol-5-yl]-1,2,4-oxadiazol-3-yl}quinoline CC(C)N1N=NC2=C1C=CC(=C2)C2=NC(=NO2)C2=NC1=CC=CC=C1C=C2